N1CCC2C1CNC2 octahydropyrrolo[2,3-c]pyrrole